FC12C(C(=CC=C1)CCCC)O2 2-fluoro-6-Butylphenylene oxide